4-chloro-1-cyclopropoxy-2-iodobenzene ClC1=CC(=C(C=C1)OC1CC1)I